tert-butyl 3-bromoazetidine-1-carboxylate BrC1CN(C1)C(=O)OC(C)(C)C